N-{[(2R)-1,4-Dioxan-2-yl]methyl}-4,8-dimethyl-2-[(pyridin-2-yl)methyl]-4,5-dihydro-2H-furo[2,3-g]indazol-7-carboxamid O1[C@@H](COCC1)CNC(=O)C1=C(C2=C(CC(C3=CN(N=C23)CC2=NC=CC=C2)C)O1)C